1,3,5,7-tetra(4-(10-methoxyanthracene-9-yl)phenyl)adamantane COC1=C2C=CC=CC2=C(C2=CC=CC=C12)C1=CC=C(C=C1)C12CC3(CC(CC(C1)(C3)C3=CC=C(C=C3)C=3C1=CC=CC=C1C(=C1C=CC=CC31)OC)(C2)C2=CC=C(C=C2)C=2C3=CC=CC=C3C(=C3C=CC=CC23)OC)C2=CC=C(C=C2)C=2C3=CC=CC=C3C(=C3C=CC=CC23)OC